6-bromo-3-(1-methyl-1H-pyrazol-4-yl)-1-trityl-1H-pyrazolo[4,3-b]pyridine BrC=1C=C2C(=NC1)C(=NN2C(C2=CC=CC=C2)(C2=CC=CC=C2)C2=CC=CC=C2)C=2C=NN(C2)C